CN1C(=NN=C1)S[C@@H](C)C=1C=C(C=CC1)N1N=NC(=C1)C=1C=C(C=CC1)CO (S)-(3-(1-(3-(1-(4-methyl-4H-1,2,4-triazol-3-ylsulfanyl)ethyl)phenyl)-1H-1,2,3-triazol-4-yl)phenyl)methanol